C(CCC)N1CCN(CC1)C=1SC=2CNCCC2N1 butyl-4-(4,5,6,7-tetrahydrothiazolo[5,4-c]pyridin-2-yl)piperazine